N-[1-[3-[4-(cyanomethyl)-5-oxo-1,3,4-oxadiazin-2-yl]pyrazin-2-yl]ethyl]-3,5-bis(trifluoromethyl)benzamide C(#N)CN1N=C(OCC1=O)C=1C(=NC=CN1)C(C)NC(C1=CC(=CC(=C1)C(F)(F)F)C(F)(F)F)=O